tert-Butyl (6aR)-4-chloro-3-(2-chloro-6-hydroxyphenyl)-1-((S)-2,4-dimethylpiperazin-1-yl)-12-oxo-6a,7,9,10-tetrahydro-12H-pyrazino[2,1-c]pyrido[3,4-f][1,4]oxazepine-8(6H)-carboxylate ClC1=C(N=C(C=2C(N3[C@@H](COC21)CN(CC3)C(=O)OC(C)(C)C)=O)N3[C@H](CN(CC3)C)C)C3=C(C=CC=C3O)Cl